1-((R)-3-(4-(((R)-1-(3-(difluoromethyl)-2-fluorophenyl)ethyl)amino)quinolin-6-yl-2-d)-3-methoxypyrrolidin-1-yl)ethan-1-one FC(C=1C(=C(C=CC1)[C@@H](C)NC1=CC(=NC2=CC=C(C=C12)[C@]1(CN(CC1)C(C)=O)OC)[2H])F)F